1-(4-(8-(5-methyl-1H-indazol-4-yl)isoquinolin-4-yl)piperazin-1-yl)prop-2-en-1-one CC=1C(=C2C=NNC2=CC1)C=1C=CC=C2C(=CN=CC12)N1CCN(CC1)C(C=C)=O